FC=1C=CC(=C(C1)C1=CC(=C(N=N1)NC1C[C@@H]2[C@@H](CN(C2)CC2CCOCC2)C1)C(F)(F)F)C(F)(F)F (3aR,5s,6aS)-N-(6-(5-fluoro-2-(trifluoromethyl)phenyl)-4-(trifluoromethyl)pyridazin-3-yl)-2-((tetrahydro-2H-pyran-4-yl)methyl)octahydro-cyclopenta[c]pyrrol-5-amine